C1(CCC1)C1=CC=C(C=C1)N1N=C2C(CNCC3C2=C1CCN3C(=O)[O-])F 2-(4-cyclobutylphenyl)-9-fluoro-2,3,4,5a,6,7,8,9-octahydro-5H-1,2,5,7-tetraazabenzo[cd]azulene-5-carboxylate